neopentyl-tris-(2-ethoxyethoxy)silane C(C(C)(C)C)[Si](OCCOCC)(OCCOCC)OCCOCC